((phenylthio)methyl)pyridine tert-butyl-((E)-4-((Z)-6-carbamoyl-2-((4-ethyl-2-methyloxazole-5-carbonyl)imino)thiazolo[4,5-b]pyridin-3(2H)-yl)but-2-en-1-yl)carbamate C(C)(C)(C)N(C(O)=O)C\C=C\CN1/C(/SC=2C1=NC=C(C2)C(N)=O)=N/C(=O)C2=C(N=C(O2)C)CC.C2(=CC=CC=C2)SCC2=NC=CC=C2